5-bromo-7-iodo-3-methyl-2,3-dihydro-[1,4]dioxino[2,3-c]pyridine BrC1=NC(=CC2=C1OC(CO2)C)I